2-ethyl-quinazolin-4(3H)-one C(C)C1=NC2=CC=CC=C2C(N1)=O